(E)-3-(2-(6-methoxy-3-pyridinyl)-4-morpholino-6-thieno[3,2-d]pyrimidinyl)-1-(1-pyrrolidinyl)-2-propen-1-one COC1=CC=C(C=N1)C=1N=C(C2=C(N1)C=C(S2)/C=C/C(=O)N2CCCC2)N2CCOCC2